N-(1,1,1-trifluoropropan-2-yl)pyridinecarboxamide FC(C(C)NC(=O)C1=NC=CC=C1)(F)F